BrC=1C=C(C=CC1)CCNC1=CC(=NC=N1)C1=CC(=CS1)OCC 5-{6-[2-(3-Bromo-phenyl)-ethylamino]-pyrimidin-4-yl}-3-ethoxy-thiophene